N-(5-(2-methoxy-3-(1-methyl-1H-1,2,4-triazol-3-yl)phenyl)-4-carbonyl-4,5-dihydro-1H-pyrazolo[4,3-c]pyridin-3-yl)cyclopropanecarboxamide COC1=C(C=CC=C1C1=NN(C=N1)C)N1C(C2=C(C=C1)NN=C2NC(=O)C2CC2)=C=O